ClC1=CC2=C(C=N1)C(=CN2C2=NC=CC(=N2)C(C)(F)F)N2CCN(CC2)C 6-chloro-1-(4-(1,1-difluoroethyl)pyrimidin-2-yl)-3-(4-methylpiperazin-1-yl)-1H-pyrrolo[3,2-C]pyridine